1-(tert-butyl)-5-cyclopentyl-4-fluoro-1H-pyrazol-3-amine C(C)(C)(C)N1N=C(C(=C1C1CCCC1)F)N